[OH-].C(C)(C)OCCCN1C=[N+](C=C1)CCCOC(C)C 1,3-bis(3-isopropoxypropyl)imidazolium hydroxide